ClC=1C=C(C=CC1)C=1N(N=C2[C@@H](N(CCC21)C(=O)C2=NN(C(=N2)CC)C2=C(C=CC=C2)F)C)C (S)-(3-(3-chlorophenyl)-2,7-dimethyl-2,4,5,7-tetrahydro-6H-pyrazolo[3,4-c]pyridin-6-yl)(5-ethyl-1-(2-fluorophenyl)-1H-1,2,4-triazol-3-yl)methanone